C(C)(C)(C)OC(=O)NCCCCN(CCCC(=O)OCC1=CC=CC=C1)CCCCNC(=O)OC(C)(C)C benzyl 4-[bis[4-(tert-butoxycarbonylamino)butyl]amino]butanoate